O[C@H]1[C@@H]([C@@H]2[C@@H](OC[C@H](CC2)CCCC(=O)OC(C)C)C1)\C=C\CCOC1=CC=CC=C1 2-propanyl 4-{(3S,5aR,6R,7R,8aS)-7-hydroxy-6-[(1E)-4-phenoxy-1-buten-1-yl]octahydro-2H-cyclopenta[b]oxepin-3-yl}butanoate